ethyltris[2-(diethylamino)ethoxy]silane C(C)[Si](OCCN(CC)CC)(OCCN(CC)CC)OCCN(CC)CC